(Z)-N-((7-chloro-1-isopropyl-2,6-naphthyridin-4-yl)(hydroxyamino)methylene)acetamide ClC1=NC=C2C(=CN=C(C2=C1)C(C)C)/C(=N/C(C)=O)/NO